fluoro-bis(propan-2-yloxy)-mercaptophosphine FSP(OC(C)C)OC(C)C